FC=1C=C2C(=CC=NC2=CC1)NC=1C(=C(C(=O)NC2=CC(=CC=C2)NC2=CC=NC=C2)C=CC1)C 3-((6-fluoroquinolin-4-yl)amino)-2-methyl-N-(3-(pyridin-4-ylamino)phenyl)benzamide